N-[4-[[3-[2-[(1r,4r)-(4-Aminocyclohexyl)amino]pyrimidin-4-yl]-4-pyridyl]oxy]-3-fluorophenyl]cyclopropanesulfonamide NC1CCC(CC1)NC1=NC=CC(=N1)C=1C=NC=CC1OC1=C(C=C(C=C1)NS(=O)(=O)C1CC1)F